tert-butyl methyl(3-(2-oxo-5-((4-(4-(trifluoromethyl) piperidin-1-yl)phenyl)amino)benzo[d]oxazol-3(2H)-yl)propyl)carbamate CN(C(OC(C)(C)C)=O)CCCN1C(OC2=C1C=C(C=C2)NC2=CC=C(C=C2)N2CCC(CC2)C(F)(F)F)=O